FC1(CCN(CC1)N1C(C(=CC=C1)C(=O)O)=O)F 1-(4,4-difluoropiperidin-1-yl)-2-oxo-1,2-dihydropyridine-3-carboxylic acid